3-{4-[2-(2,6-dioxo-piperidin-3-yl)-1-oxo-2,3-dihydro-1H-isoindol-4-yl-oxymethyl]-benzyl}-3H-[1,2,3]triazole-4-carboxylic Acid Amide O=C1NC(CCC1N1C(C2=CC=CC(=C2C1)OCC1=CC=C(CN2N=NC=C2C(=O)N)C=C1)=O)=O